N1=CC=NCC1=O pyrazin-6(5H)-one